2-(3-(3-(dimethylamino)-2-hydroxypropyl)-2-oxoimidazolidin-1-yl)-4,6-bis(trifluoromethyl)phenyl (4-fluorophenyl)(methyl-d3)carbamate FC1=CC=C(C=C1)N(C(OC1=C(C=C(C=C1C(F)(F)F)C(F)(F)F)N1C(N(CC1)CC(CN(C)C)O)=O)=O)C([2H])([2H])[2H]